(1R,3S)-3-{3-[(1,2-oxazol-5-ylacetyl)amino]-1H-pyrazol-5-yl}cyclopentyl(2,2-difluoroethyl)carbamate O1N=CC=C1CC(=O)NC1=NNC(=C1)[C@@H]1C[C@@H](CC1)N(C([O-])=O)CC(F)F